1,4-di(tert-butylperoxyisopropyl)benzene C(C)(C)(C)OOC(C)(C)C1=CC=C(C=C1)C(C)(C)OOC(C)(C)C